C(CCCCCCCCC)OC(CCCCCCC(=O)O)=O 8-decoxy-8-oxo-octanoic acid